dihydrocoumarinethanol O1C(=O)C(CC2=CC=CC=C12)CCO